CC(CC1CCC(CC1)NS(=O)(=O)C(F)(F)F)(C)NC[C@H](O)C=1C=NC=C(C1)F (R)-2-{1,1-dimethyl-2-[(1s,4S)-4-(trifluoromesylamino)cyclohexyl]ethylamino}-1-(5-fluoro-3-pyridyl)-1-ethanol